ClC1=CC(=CC2=C1OCO2)C=2C(=NNC2N)C(F)(F)F 4-(7-chloro-1,3-benzodioxol-5-yl)-3-(trifluoromethyl)-1H-pyrazol-5-amine